2,13-dimethyl-1,14-Tetradecanediol CC(CO)CCCCCCCCCCC(CO)C